1-cyclopropyl-2-(triphenylphosphino)ethanone methyl-1-(4-(4-methylpiperazin-1-yl)-3-nitrophenyl)-1H-1,2,3-triazole-4-carboxylate COC(=O)C=1N=NN(C1)C1=CC(=C(C=C1)N1CCN(CC1)C)[N+](=O)[O-].C1(CC1)C(CP(C1=CC=CC=C1)(C1=CC=CC=C1)C1=CC=CC=C1)=O